C(CC)O[Si]([O-])([O-])[O-] n-propylorthosilicate